COC1=NC=C(C2=CC=CC=C12)C(C)N 1-(1-methoxy-4-isoquinolinyl)ethylamine